N-((R)-1-(((S)-1-(4-chlorothiazol-2-yl)-1-oxo-3-((S)-2-oxopyrrolidin-3-yl)propan-2-yl)amino)-3-cyclohexyl-1-oxopropan-2-yl)-4-methoxy-1H-indole-2-carboxamide ClC=1N=C(SC1)C([C@H](C[C@H]1C(NCC1)=O)NC([C@@H](CC1CCCCC1)NC(=O)C=1NC2=CC=CC(=C2C1)OC)=O)=O